2'-chloro-3'-fluoro-5'-methoxy-N-(5-methoxy-1,3,4-thiadiazol-2-yl)-6-methyl-(4,4'-bipyridine)-3-carboxamide ClC1=NC=C(C(=C1F)C1=C(C=NC(=C1)C)C(=O)NC=1SC(=NN1)OC)OC